pyridin-3-ylmethyl(3-fluoro-4-(2-(5-fluoro-2-(pyrrolidin-1-yl)phenyl)-2-oxoethyl)benzyl)carbamate N1=CC(=CC=C1)COC(NCC1=CC(=C(C=C1)CC(=O)C1=C(C=CC(=C1)F)N1CCCC1)F)=O